NC1=NC=NN2C1=C(N=C2[C@@H](C(F)(F)F)C)C2=C(C=C(CNC(C1=C(C=CC(=C1)F)OC)=O)C=C2)OC (S)-N-(4-(4-amino-7-(1,1,1-trifluoropropan-2-yl)imidazo[5,1-f][1,2,4]triazin-5-yl)-3-methoxybenzyl)-5-fluoro-2-methoxybenzamide